1-Benzyl-5-chloro-4-nitro-1H-imidazole C(C1=CC=CC=C1)N1C=NC(=C1Cl)[N+](=O)[O-]